C(#N)C=1C=C(C=CC1F)NC(=O)N1CC=2N(CC1)N=C1C2C=2C(CCC1)=CON2 N-(3-Cyano-4-fluorophenyl)-5,6,9,10-tetrahydro-4H-isoxazolo[3'',4'':3',4']-cyclohepta[1',2':3,4]pyrazolo[1,5-a]pyrazine-11(12H)-carboxamide